3-(2-(5-Fluoropiperidin-2-yl)benzyl)-2-thiocarbonyl-1,2,3,7-tetrahydro-6H-purin-6-one FC1CCC(NC1)C1=C(CN2C(NC(C=3NC=NC23)=O)=C=S)C=CC=C1